(E)-1-(8-bromoimidazo[1,2-a]pyridin-3-yl)-3-(dimethylamino)prop-2-en-1-one BrC=1C=2N(C=CC1)C(=CN2)C(\C=C\N(C)C)=O